(S)-N-Boc-3-iodo-O-propyl-alpha-methyl-tyrosine propyl ester C(CC)OC([C@@](NC(=O)OC(C)(C)C)(CC1=CC(=C(C=C1)OCCC)I)C)=O